((7-Chloro-1-(2-methyl-4-(2-methylbenzamido)benzoyl)-2,3,4,5-tetrahydro-1H-benzo[b]azepin-5-yl)oxy)methyl (2-(trimethylammonio)ethyl) phosphate P(=O)(OCOC1C2=C(N(CCC1)C(C1=C(C=C(C=C1)NC(C1=C(C=CC=C1)C)=O)C)=O)C=CC(=C2)Cl)(OCC[N+](C)(C)C)[O-]